tert-butyl 2-[tert-butoxycarbonyl-[(E)-3-[1-(2,6-dioxo-3-piperidyl)-2-oxo-benzo[cd]indol-6-yl]allyl]amino]acetate C(C)(C)(C)OC(=O)N(CC(=O)OC(C)(C)C)C\C=C\C=1C=2C3=C(C(N(C3=CC1)C1C(NC(CC1)=O)=O)=O)C=CC2